1-(3-(3-(4-(trifluoromethyl)phenyl)-1H-indazol-1-yl)pyrrolidin-1-yl)ethan-1-one FC(C1=CC=C(C=C1)C1=NN(C2=CC=CC=C12)C1CN(CC1)C(C)=O)(F)F